N[C@@H]1CN(CC[C@H]1F)C1=NC2=C(N1CC(=O)NC=1SC=CN1)C=C(C=C2)F 2-(2-((3R,4R)-3-Amino-4-fluoropiperidin-1-yl)-6-fluoro-1H-benzo[d]imidazol-1-yl)-N-(thiazol-2-yl)acetamid